COC1=NC=CC=C1C=1C=NN2C1N=C(C=C2)N2CCN(CC2)C([C@H](CC(C)C)NC)=O (S)-1-(4-(3-(2-methoxypyridin-3-yl)pyrazolo[1,5-a]pyrimidin-5-yl)piperazin-1-yl)-4-methyl-2-(methylamino)pentan-1-one